O=C1CC[C@H](N1)COC1=NC=CC=2C=C3C(=CC12)C(=CNC3=O)C3=CN=CS3 (S)-6-((5-oxopyrrolidin-2-yl)methoxy)-4-(thiazol-5-yl)pyrido[3,4-g]isoquinolin-1(2H)-one